β-acryloxy-propionic acid C(C=C)(=O)OCCC(=O)O